perfluoro-methylene-methyl-dioxolanesulfonic acid FC1(C(OC(O1)(S(=O)(=O)O)C(F)(F)F)=C(F)F)F